CC1=CC=C(C(N1)=O)N1N=NC(=C1)C(=O)NCC=1SC(=NN1)C1=CC=CC=C1 1-(6-methyl-2-oxo-1,2-dihydropyridin-3-yl)-N-((5-phenyl-1,3,4-thiadiazol-2-yl)methyl)-1H-1,2,3-triazole-4-carboxamide